COC1=CC=C(C=C1)N1C(N(CC1=O)C1CCC2=CC(=CC=C12)/C=C/C(=O)NOC1OCCCC1)=O (E)-3-(1-(3-(4-methoxyphenyl)-2,4-bisoxoimidazol-1-yl)-2,3-dihydro-1H-inden-5-yl)-N-((tetrahydro-2H-pyran-2-yl)oxy)acrylamide